C(C1=CC=CC=C1)N1[C@@H]2[C@](CC1)(CN(C2)C(=O)OCC)F (cis)-ethyl 1-benzyl-3a-fluorohexahydropyrrolo[3,4-b]pyrrole-5(1H)-carboxylate